6-methyl-1H-indole-5-ol CC1=C(C=C2C=CNC2=C1)O